FC1=C(C(=O)NCC23CCC(CC2)CC3)C=C(C(=C1F)OCC1=CC=C(C=C1)OC)F 4-({2,3,5-Trifluoro-4-[(4-methoxyphenyl)methoxy]benzamido}methyl)bicyclo[2.2.2]octane